(2R)-2-[(4-chloro-6-[3-oxabicyclo[3.1.0]hexane-1-yl]pyridin-2-yl)amino]propan-1-ol Tert-butyl-(S)-(1-(6-methoxy-5-(3-methoxypropoxy)pyridin-3-yl)-3-methylbutan-2-yl)carbamate C(C)(C)(C)N(C(=O)OC[C@@H](C)NC1=NC(=CC(=C1)Cl)C12COCC2C1)[C@@H](CC=1C=NC(=C(C1)OCCCOC)OC)C(C)C